3,3-bis(1,2-dimethylindol-3-yl)-5-dimethylaminophthalide CN1C(=C(C2=CC=CC=C12)C1(OC(=O)C2=CC=C(C=C12)N(C)C)C1=C(N(C2=CC=CC=C12)C)C)C